O=C1NC(CCC1N1CC2=CC=C(C=C2C1=O)CNC(OC1CC(C1)C1=CC=C(C=C1)C(F)(F)F)=O)=O 3-(4-(trifluoromethyl)phenyl)cyclobutyl ((2-(2,6-dioxopiperidin-3-yl)-3-oxoisoindolin-5-yl)methyl)carbamate